BrC1=CC=C(C=C1)CC=CC1=C(C=CC=C1)O 1-(4-bromophenyl)-3-(2-hydroxyphenyl)-2-propene